methyl-2,2'-tetradecanediAmidodipropionate COC(C(C)NC(CCCCCCCCCCCCC(=O)NC(C(=O)[O-])C)=O)=O